ClC1=C(C=CC=C1OC)C=1C(=C2C(=NC(=NN2C1)C=1N(C=CN1)C)O)C1=CC=CC=C1 (2-chloro-3-methoxyphenyl)-2-(1-methyl-1H-imidazol-2-yl)-5-phenylpyrrolo[2,1-f][1,2,4]triazin-4-ol